CC([C@H]1CC[C@H]2[C@@H]3CC[C@H]4CC5C(C[C@]4(C)[C@H]3CC[C@]12C)O5)=O 2,3-epoxy-5α-pregnan-20-one